3-Methyl-5-(N-(2-(4-(tert-Butoxycarbonyl)piperazin-1-yl)benzyl)-N-phenethylsulfamoyl)benzofuran-2-carboxylic acid ethyl ester C(C)OC(=O)C=1OC2=C(C1C)C=C(C=C2)S(N(CCC2=CC=CC=C2)CC2=C(C=CC=C2)N2CCN(CC2)C(=O)OC(C)(C)C)(=O)=O